C(C)(C)(C)C1N(CCNC1C)C(=O)O.C(C)(C)(C)OC(=O)N1CC(NCC1)C 3-methylpiperazine-1-carboxylic acid tert-butyl ester (tert-butyl 3-methylpiperazine-1-carboxylate)